2-(1H-pyrazol-1-yl)acrylamide N1(N=CC=C1)C(C(=O)N)=C